C1=C(C=C(C2=C1C(=O)C(=O)C(=C2O)C3=C(C4=C(C=C(C=C4O)O)C(=O)C3=O)O)O)O The molecule is a ring assembly compound consisting of two flaviolin units joined by a 3,3'-linkage. It derives from a flaviolin. It is a conjugate acid of a 3,3'-biflaviolin 2,2'-diolate.